2,2-dimethyl-7-(4-((trans-4-morpholinocyclohexyl)amino)-7H-pyrrolo[2,3-d]pyrimidin-5-yl)chroman-4-one CC1(OC2=CC(=CC=C2C(C1)=O)C1=CNC=2N=CN=C(C21)N[C@@H]2CC[C@H](CC2)N2CCOCC2)C